1-(3,5-bis(trifluoromethyl)phenyl)-3-methyl-3-nitro-1-butanone FC(C=1C=C(C=C(C1)C(F)(F)F)C(CC(C)([N+](=O)[O-])C)=O)(F)F